8-fluoro-6-((2-methoxyethoxy)methoxy)-2,2-dimethylchromane FC=1C=C(C=C2CCC(OC12)(C)C)OCOCCOC